tert-Butyl 3-(2-(4-((6-chloro-1H-pyrazolo[3,4-d]pyrimidin-1-yl)methyl)phenyl)-4-(trifluoromethyl)-1H-imidazol-1-yl)azetidine-1-carboxylate ClC1=NC=C2C(=N1)N(N=C2)CC2=CC=C(C=C2)C=2N(C=C(N2)C(F)(F)F)C2CN(C2)C(=O)OC(C)(C)C